C(C)OCCOCCOC1=CC=C(C=C1)CCCO 3-{4-[2-(2-ethoxyethoxy)ethoxy]phenyl}propan-1-ol